O[C@H]1[C@@H](O[C@]([C@H]1O)(CO[Si](C(C)C)(C(C)C)C(C)C)CO)N1C(NC(C(=C1)C)=O)=O 1-[(2R,3R,4S,5S)-3,4-dihydroxy-5-(hydroxymethyl)-5-(triisopropylsilyloxymethyl)-tetra-hydrofuran-2-yl]-5-methyl-pyrimidine-2,4-dione